Cl.N[C@@H]1CC[C@H](CC1)N(C(=O)NCC1=CC=CC=C1)C1=NC=C(C=C1)C=1C=NN(C1)C 1-(trans-4-aminocyclohexyl)-3-benzyl-1-(5-(1-methyl-1H-pyrazol-4-yl)pyridin-2-yl)urea hydrochloride